N-[[1-[5-chloro-4-[[1-methyl-3-[2-(methylamino)-2-oxo-ethoxy]-2-oxo-6-quinolyl]amino]pyrimidin-2-yl]-4-piperidyl]methyl]-3-[(2,6-dioxo-3-piperidyl)amino]benzamide ClC=1C(=NC(=NC1)N1CCC(CC1)CNC(C1=CC(=CC=C1)NC1C(NC(CC1)=O)=O)=O)NC=1C=C2C=C(C(N(C2=CC1)C)=O)OCC(=O)NC